6-mercaptobenzo[C][1,2]oxaborole SC=1C=CC=2C(=BOC2)C1